6-(trimethylgermyl)benzofuro[3,2-c]Pyridine C[Ge](C1=CC=CC2=C1OC1=C2C=NC=C1)(C)C